N1=CC(=CC=C1)C=1C=C(C=CC1)C1=CC=CC=C1 3'-(pyridin-3-yl)biphenyl